[6-(3-cyclopropyl-1H-1,2,4-triazol-5-yl)-2-azaspiro[3.3]heptan-2-yl]-[6-[[2-methyl-4-(trifluoromethyl)thiazol-5-yl]methyl]-2,6-diazaspiro[3.3]heptan-2-yl]methanone C1(CC1)C1=NNC(=N1)C1CC2(CN(C2)C(=O)N2CC3(C2)CN(C3)CC3=C(N=C(S3)C)C(F)(F)F)C1